4-((7-(2-amino-3-cyano-7-fluorobenzo[b]thiophen-4-yl)-6-chloro-8-fluoro-2-(((2R,7aS)-2-fluorotetrahydro-1H-pyrrolizin-7a(5H)-yl)methoxy)quinazolin-4-yl)(methyl)amino)butanoic acid NC1=C(C2=C(S1)C(=CC=C2C2=C(C=C1C(=NC(=NC1=C2F)OC[C@]21CCCN1C[C@@H](C2)F)N(CCCC(=O)O)C)Cl)F)C#N